5-(2,6-dimethylphenyl)-2-oxa-9λ6-thia-6,8,16,27-tetraazapentacyclo[14.8.1.13,7.110,14.017,22]heptacosa-3(27),4,6,10,12,14(26),17(22),18,20-nonaene-9,9,15-trione CC1=C(C(=CC=C1)C)C1=CC=2OC3CCC=4C=CC=CC4N(C(C=4C=CC=C(S(NC(=N1)N2)(=O)=O)C4)=O)C3